[Si](C)(C)(C(C)(C)C)O[C@H](C(O)C1(CCN(CC1)C(=O)OC(C)(C)C)CO)C tert-butyl 4-((2s)-2-((tert-butyldimethylsilyl)oxy)-1-hydroxypropyl)-4-(hydroxymethyl)piperidine-1-carboxylate